copper hexamercaptobenzene copper [Cu].SC1=C(C(=C(C(=C1S)S)S)S)S.[Cu]